C=1N=CN2C(C=3N(C(C21)=O)C=NC3)=O 5H,10H-diimidazo[1,5-a:1',5'-d]pyrazine-5,10-dione